ClC=1C(=C(C(=CC1)N1N=NC(=C1)[Sn](CCCC)(CCCC)CCCC)C1=NC=NC(=C1)OC)F 4-(3-Chloro-6-(4-(tributylstannyl)-1H-1,2,3-triazol-1-yl)2-fluorophenyl)-6-methoxypyrimidine